(3-methoxyphenyl)-4,4,5,5-tetramethyl-1,3,2-dioxaborolane COC=1C=C(C=CC1)B1OC(C(O1)(C)C)(C)C